({6-[(3S)-3-aminohexahydropyridin-1-yl]hexyl}amino)methane N[C@@H]1CN(CCC1)CCCCCCNC